1-(4-(4-fluorophenyl)pyrimidin-2-yl)-N-(3-methylquinuclidin-3-yl)piperidine-4-carboxamide FC1=CC=C(C=C1)C1=NC(=NC=C1)N1CCC(CC1)C(=O)NC1(CN2CCC1CC2)C